N-((1S)-cycloheptyl(6-((2-oxopiperidin-3-yl)methyl)imidazo[1,2-b]pyridazin-2-yl)methyl)-1-ethyl-1H-pyrazole-5-carboxamide C1(CCCCCC1)[C@H](NC(=O)C1=CC=NN1CC)C=1N=C2N(N=C(C=C2)CC2C(NCCC2)=O)C1